3-(4-(7-chloro-3-methyldibenzo[b,f][1,4]oxazepin-11-yl)piperazin-1-yl)-2,2-dimethyl-propanoic acid ClC=1C=CC2=C(OC3=C(C(=N2)N2CCN(CC2)CC(C(=O)O)(C)C)C=CC(=C3)C)C1